2-tetrahydropyran-4-yl-cyclopropanecarboxamide O1CCC(CC1)C1C(C1)C(=O)N